C(C)(C)(C)OC(N(CC=1C=NC(=CC1)C1=CC=CC=C1)C1=CC(=NC=2N1N=CC2C2CC2)Cl)=O (5-chloro-3-cyclopropylpyrazolo[1,5-a]pyrimidin-7-yl)((6-phenylpyridin-3-yl)methyl)carbamic acid tert-butyl ester